5-(5-amino-7-(4-fluorophenyl)-2-((3-fluoropyridin-2-yl)methyl)-[1,2,4]triazolo[1,5-c]pyrimidin-8-yl)-1,3-dimethylpyridin-2(1H)-one NC1=NC(=C(C=2N1N=C(N2)CC2=NC=CC=C2F)C=2C=C(C(N(C2)C)=O)C)C2=CC=C(C=C2)F